N-[3-(7-fluoro-2-methyl-1-oxoisoquinolin-4-yl)phenyl]ethanesulfonamide FC1=CC=C2C(=CN(C(C2=C1)=O)C)C=1C=C(C=CC1)NS(=O)(=O)CC